(2S)-N-((R)-5-(3,5-difluorophenyl)-6,7-dihydro-5H-pyrrolo[1,2-a]imidazol-2-yl)-2-(3-(5-(1,2-dihydroxyethyl)-6-methoxypyridin-3-yl)-4,4-difluoropiperidin-1-yl)propanamide FC=1C=C(C=C(C1)F)[C@H]1CCC=2N1C=C(N2)NC([C@H](C)N2CC(C(CC2)(F)F)C=2C=NC(=C(C2)C(CO)O)OC)=O